2-amino-6-bromo-1-(6-methoxy-3,5-dimethylpyridazin-4-yl)-5-methyl-1H-pyrrole NC=1N(C(=CC1)C)C=1C(=NNC(C1C)(OC)Br)C